tert-butyl (2R,4S)-4-((4-(2-aminopyrazolo[1,5-a]pyridin-5-yl)-5-methylisoxazol-3-yl)oxy)-2-methylpyrrolidine-1-carboxylate NC1=NN2C(C=C(C=C2)C=2C(=NOC2C)O[C@H]2C[C@H](N(C2)C(=O)OC(C)(C)C)C)=C1